2-(6-bromopyridin-3-yl)thiazole-4-carboxylic acid ethyl ester C(C)OC(=O)C=1N=C(SC1)C=1C=NC(=CC1)Br